BrC1=CC=C(C=C1)C1CCN(CC1)C1CNCC1 4-(4-bromophenyl)-1-(pyrrolidin-3-yl)piperidine